COCCN1N=CC(=C1)C1=NC(=NC=C1)N 4-(1-(2-methoxyethyl)-1H-pyrazol-4-yl)pyrimidin-2-amine